C(C)(C)(C)C1=C(C=CC(=C1)C(C)(C)C)OP(OC1=C(C=C(C=C1)C(C)(C)C)C(C)(C)C)C1=CC=C(C=C1)C1=CC=C(C=C1)P(OC1=C(C=C(C=C1)C(C)(C)C)C(C)(C)C)OC1=C(C=C(C=C1)C(C)(C)C)C(C)(C)C tetrakis-(2,4-di-tert-butylphenyl)-[1,1-biphenyl]-4,4'-diylbisphosphonite